C(C)(C)(C)OC(NC1CCN(CC1)C=1C(=C(C(=CC1)Br)C1=CC(=C(C=C1)C#N)F)C#N)=O 1-(6-bromo-2,4'-dicyano-3'-fluoro-[1,1'-biphenyl]-3-yl)piperidin-4-ylcarbamic acid tert-butyl ester